C(C)OC1=C(C=C(C=C1)S(=O)(=O)N1CCN(CC1)CC)C1=NN2C(C(N1)=O)=C(N=C2CCC)C 2-(2-ethoxy-5-((4-ethylpiperazin-1-yl)sulfonyl)phenyl)-5-methyl-7-propylimidazo[5,1-f][1,2,4]triazin-4(3H)-one